N-(5-fluoroquinolin-6-yl)-7-(1-methyl-1H-pyrazol-4-yl)-5-((R)-1-((S)-4-methylmorpholin-3-yl)ethoxy)quinazolin-4-amine FC1=C2C=CC=NC2=CC=C1NC1=NC=NC2=CC(=CC(=C12)O[C@H](C)[C@H]1N(CCOC1)C)C=1C=NN(C1)C